Allyl ((S)-1-(((S)-1-((4-amino-5-oxo-5,6,7,8-tetrahydronaphthalen-1-yl)amino)-1-oxopropan-2-yl)amino)-3-methyl-1-oxobutan-2-yl)carbamate NC1=CC=C(C=2CCCC(C12)=O)NC([C@H](C)NC([C@H](C(C)C)NC(OCC=C)=O)=O)=O